N-(1-(7-hydroxynaphthalen-1-yl)cyclopropyl)-2-methyl-5-((1-methylazetidin-2-yl)methoxy)benzamide OC1=CC=C2C=CC=C(C2=C1)C1(CC1)NC(C1=C(C=CC(=C1)OCC1N(CC1)C)C)=O